ClC1=C(C=C2C(=N1)CN(C2=O)C)C 2-chloro-3,6-dimethyl-6,7-dihydro-5H-pyrrolo[3,4-b]pyridin-5-one